(E)-4-(2-(6-(dimethylamino)naphthalene-2-yl)vinyl)-1-octadecyl-pyridine CN(C=1C=C2C=CC(=CC2=CC1)/C=C/C1=CCN(C=C1)CCCCCCCCCCCCCCCCCC)C